NN1CC(=C(C(=C1)OC)Cl)Br 1-amino-3-bromo-4-chloro-5-methoxypyridine